C1=CC=CC=2C3=CC=CC=C3N(C12)C1=CC=C(C=C1)C=1C(=C(C(=C(C1C1=CC=C(C=C1)N1C2=CC=CC=C2C=2C=C(C=CC12)C)C1=CC=C(C=C1)N1C2=CC=CC=C2C=2C=CC=CC12)C1=CC=C(C=C1)N1C2=CC=CC=C2C=2C=CC=CC12)C#N)C=1C(=NC(=CC1)C1=CC=CC=C1)C1=CC=CC=C1 5'-(4-(9H-carbazol-9-yl)phenyl)-4,4''-di(9H-carbazol-9-yl)-4'-(2,6-diphenylpyridin-3-yl)-6'-(4-(3-methyl-9H-carbazol-9-yl)phenyl)-[1,1':2',1''-terphenyl]-3'-carbonitrile